benzoyl-3-phenyl-isoserine C(C1=CC=CC=C1)(=O)NC(C(O)C(=O)O)C1=CC=CC=C1